1-(4-chloro-3-fluorophenyl)-3-methylpyrrolidine-3-carboxylic acid ClC1=C(C=C(C=C1)N1CC(CC1)(C(=O)O)C)F